N-(furan-2-ylmethyl)-4-(4-(trifluoromethyl)phenyl)but-3-en-2-amine O1C(=CC=C1)CNC(C)C=CC1=CC=C(C=C1)C(F)(F)F